1-cyclohexyl-2-methylpropane-1,2-diamine C1(CCCCC1)C(C(C)(N)C)N